4-(benzyloxy)-3-(cyclopropylmethoxy)benzoic acid C(C1=CC=CC=C1)OC1=C(C=C(C(=O)O)C=C1)OCC1CC1